N,N-bis(3-methoxybenzyl)-4-((2-(3-methoxybenzyloxy)ethoxy)methyl)aniline COC=1C=C(CN(C2=CC=C(C=C2)COCCOCC2=CC(=CC=C2)OC)CC2=CC(=CC=C2)OC)C=CC1